ClC1=NN2C(C(=N1)NC1CCCC1)=CC=C2C[C@@H]2[C@@H]([C@@H]([C@H](O2)COCP(O)(O)=O)O)O ((((2R,3S,4R,5R)-5-((2-chloro-4-(cyclopentylamino)pyrrolo[2,1-f][1,2,4]triazin-7-yl)methyl)-3,4-dihydroxytetrahydrofuran-2-yl)methoxy)methyl)phosphonic acid